(S)-3-amino-3-(4-fluoro-2',4',5,6'-tetramethyl-[1,1'-Biphenyl]-3-yl)propanoic acid ethyl ester C(C)OC(C[C@@H](C=1C=C(C=C(C1F)C)C1=C(C=C(C=C1C)C)C)N)=O